O=C1[C@H]2N(C=3C=CC=CC3N1C1=CC=C(C=C1)C(F)(F)F)CC[C@H](C2)C(=O)OC (trans)-methyl 6-oxo-5-(4-(trifluoromethyl)phenyl)-6,6a,7,8,9,10-hexahydro-5H-pyrido[1,2-a]quinoxaline-8-carboxylate